[N+](=O)([O-])C1=CC=NC2=C3N=CC=C(C3=CC=C12)[N+](=O)[O-] 4,7-diNitro-1,10-phenanthroline